COC1=CC(=CC(=C1)CCC(=O)O)OC 3,5-dimethoxyphenylpropionic acid